6-((2H-indazol-5-yl)amino)-N-(1-(2-(2-methoxyethoxy)ethyl)-3-(pyridin-2-yl)-1H-pyrazol-4-yl)picolinamide formate C(=O)O.N=1NC=C2C=C(C=CC12)NC1=CC=CC(=N1)C(=O)NC=1C(=NN(C1)CCOCCOC)C1=NC=CC=C1